CS(=O)(=O)N[C@@H]1[C@@H](N(CCC1)C(=O)OC)CC=1C=C(C=CC1)C1=CC(=CC=C1)C(F)(F)F methyl cis-3-((methylsulfonyl)amino)-2-((3'-(trifluoromethyl)biphenyl-3-yl) methyl)piperidine-1-carboxylate